N1C=NC2=C1C=C(C=C2)C2=CC=C(CN(C(=O)C1CCCCC1)C=1C=C(C=CC1)/C=C/C(=O)OC)C=C2 methyl (E)-3-(3-(N-(4-(1H-benzo[d]imidazol-6-yl)benzyl)cyclohexanecarboxamido)phenyl)acrylate